6-chloro-2-(2,2-difluoroethoxy)-3-nitropyridine ClC1=CC=C(C(=N1)OCC(F)F)[N+](=O)[O-]